C(C)O[Si](C(CCN1C(C=CC1=O)=O)C)(OCC)OCC 1-[3-(triethoxysilyl)butyl]-1H-pyrrole-2,5-dione